4-phenylbut-3-en-2-amine C1(=CC=CC=C1)C=CC(C)N